C(CCCC)O z-pentyl alcohol